FC1=C(OC2=C(C=C(C=C2)N2C(N3[C@H](C2=O)CCC3)=O)C=3C2=C(C(N(C3)C)=O)N(C=C2)S(=O)(=O)C2=CC=C(C)C=C2)C=CC(=C1)F (S)-2-(4-(2,4-difluorophenoxy)-3-(6-methyl-7-oxo-1-tosyl-6,7-dihydro-1H-pyrrolo[2,3-c]pyridin-4-yl)phenyl)tetrahydro-1H-pyrrolo[1,2-c]imidazole-1,3(2H)-dione